ClC=1C=C(C=CC1F)N1C(N([C@H](C1)C#N)C1=CN=CC2=CC=CC=C12)=O |r| Racemic-1-(3-chloro-4-fluorophenyl)-3-(isoquinolin-4-yl)-2-oxoimidazolidine-4-carbonitrile